FC1=CC=C(C=C1)N(C(=O)C=1C=C(C=2N(C1)C(=CN2)C=2C=CC(=NC2)NC(OC)=O)COC)C methyl N-[5-[6-[(4-fluorophenyl)-methyl-carbamoyl]-8-(methoxymethyl) imidazo[1,2-a]pyridin-3-yl]-2-pyridyl]carbamate